CSC1=NC=C(C=N1)C=1N=NN(C1)CCOCCOCCOCCOCCOCCOCCOCCOCCOCC(=O)O 29-(4-(2-(Methylthio)pyrimidin-5-yl)-1H-1,2,3-triazol-1-yl)-3,6,9,12,15,18,21,24,27-nonaoxa-nonacosanoic acid